BrC1=CC(=C2C(=NC=NC2=C1)NC=1C(=C2C=CC=NC2=CC1)F)OC(C)C1N(CCC1)C(=O)OC(C)(C)C tert-butyl 2-(1-((7-bromo-4-((5-fluoroquinolin-6-yl)amino)quinazolin-5-yl)oxy)ethyl)pyrrolidine-1-carboxylate